tert-butyl 3-(4-(2-(2-aminopyridin-3-yl)-5-phenyl-3H-imidazo[4,5-b]pyridin-3-yl)phenyl)azetidine-1-carboxylate NC1=NC=CC=C1C1=NC=2C(=NC(=CC2)C2=CC=CC=C2)N1C1=CC=C(C=C1)C1CN(C1)C(=O)OC(C)(C)C